NC1=CC=C(OC2=CC=CC3=CC(=CC=C23)OC2=CC=C(C=C2)N)C=C1 1,6-bis(4-aminophenoxy)naphthalene